[5-(cyclohexylmethoxy)-3-pyridyl]tetrahydropyran-4-carboxylic acid methyl ester COC(=O)C1CC(OCC1)C=1C=NC=C(C1)OCC1CCCCC1